CN1C(=C(C=2C1=NC=CN2)C(=O)N2CC1(C2)CN(CCC1)C=1C(=NC=CC1)C(F)(F)F)C1=CC=CC=C1 2-{5-methyl-6-phenyl-5H-pyrrolo[2,3-b]pyrazine-7-carbonyl}-6-[2-(trifluoromethyl)pyridin-3-yl]-2,6-diazaspiro[3.5]nonane